FC(C1=CC=C(C=C1)C=1N=C(N2C1C=CC=C2)C2=NOC(N2)=O)(F)F 3-(1-(4-(trifluoromethyl)phenyl)imidazo[1,5-a]pyridin-3-yl)-1,2,4-oxadiazol-5(4H)-one